Tetrazol-5-amine N1N=NN=C1N